{3-[(1,3-benzothiazol-2-yl)amino]-4-methyl-5H,6H,7H,8H-pyrido[2,3-C]pyridazin-8-yl}-5-(3-{2-fluoro-4-[3-(methylamino)propyl]phenoxy}propyl)-1,3-thiazole-4-carboxylic acid S1C(=NC2=C1C=CC=C2)NC2=C(C1=C(N=N2)N(CCC1)C=1SC(=C(N1)C(=O)O)CCCOC1=C(C=C(C=C1)CCCNC)F)C